(methylene)(imidazolidine-2-one) C=C1NC(NC1)=O